12-hexylamino-12-oxododecanoyl-glycine C(CCCCC)NC(CCCCCCCCCCC(=O)NCC(=O)O)=O